(3-bromothien-2-yl)(4-(2-((3-chlorophenylethyl)amino)phenyl)piperazin-1-yl)methanone BrC1=C(SC=C1)C(=O)N1CCN(CC1)C1=C(C=CC=C1)NCCC1=CC(=CC=C1)Cl